N-((3-chloro-4-fluorophenyl)(tosyl)methyl)carboxamide ClC=1C=C(C=CC1F)C(NC=O)S(=O)(=O)C1=CC=C(C)C=C1